3-[4-[4-[1-[4-[(1S,2R)-6-hydroxy-2-phenyl-tetralin-1-yl]phenyl]-4-piperidyl]piperazin-1-yl]phenyl]piperidine-2,6-dione OC=1C=C2CC[C@H]([C@H](C2=CC1)C1=CC=C(C=C1)N1CCC(CC1)N1CCN(CC1)C1=CC=C(C=C1)C1C(NC(CC1)=O)=O)C1=CC=CC=C1